BrC1C(OC2=CC(=CC=C2C1=O)O[Si](C(C)C)(C(C)C)C(C)C)(CF)CF 3-bromo-2,2-bis(fluoromethyl)-7-((triisopropylsilyl)oxy)chroman-4-one